CC([C@@H](C(=O)N1[C@@H](C[C@H](C1)O)C(=O)NC)N1N=NC(=C1)C=1C=NC2=CC=CC=C2C1)(C)C (2S,4r)-1-[(2S)-3,3-dimethyl-2-[4-(3-quinolinyl)triazol-1-yl]butyryl]-4-hydroxy-N-methyl-pyrrolidine-2-carboxamide